7-(4-bromo-3-chloro-benzoyl)-2-(4-methoxyphenyl)-3-oxo-N-[rac-(1R)-2-amino-2-oxo-1-phenyl-ethyl]-6,8-dihydro-5H-imidazo[1,5-a]pyrazine-1-carboxamide BrC1=C(C=C(C(=O)N2CC=3N(CC2)C(N(C3C(=O)N[C@@H](C(=O)N)C3=CC=CC=C3)C3=CC=C(C=C3)OC)=O)C=C1)Cl |r|